Cl.C(C)N=C=N ethylcarbodiimid-hydrochloride